ClC=1C=C(C=CC1[N+](=O)[O-])NC[C@@H](C(=O)OCC)O ethyl (S)-3-((3-chloro-4-nitrophenyl)amino)-2-hydroxypropanoate